CC1=CC=C(C=C1)S(=O)(=O)O.F[C@@H]1[C@@H](C1)N (1R,2S)-2-fluorocyclopropan-1-amine p-toluenesulfonate